1,1,1,2-ethanetetracarboxylic acid C(CC(=O)O)(C(=O)O)(C(=O)O)C(=O)O